1-(3-((5-(Difluoromethyl)-2-((3-methyl-1-(1-methylpyrrolidin-3-yl)-1H-pyrazol-4-yl)amino)pyrimidin-4-yl)amino)propyl)azetidin-2-on FC(C=1C(=NC(=NC1)NC=1C(=NN(C1)C1CN(CC1)C)C)NCCCN1C(CC1)=O)F